1,3,5-tris(4-butyl-3-hydroxy-2,6-dimethylbenzyl)-1,3,5-triazine-2,4,6(1H,3H,5H)-trione C(CCC)C1=C(C(=C(CN2C(N(C(N(C2=O)CC2=C(C(=C(C=C2C)CCCC)O)C)=O)CC2=C(C(=C(C=C2C)CCCC)O)C)=O)C(=C1)C)C)O